4-chloro-2-(3-((1r,3r)-3-chloro-1-(4-methyl-4H-1,2,4-triazol-3-yl)cyclobutyl)phenyl)-6-(((1-methylcyclobutyl)amino)-methyl)isoindolin-1-one ClC1=C2CN(C(C2=CC(=C1)CNC1(CCC1)C)=O)C1=CC(=CC=C1)C1(CC(C1)Cl)C1=NN=CN1C